C(C)=C(C)O[NH+](CCO)[O-] N-ethylideneethoxyethanolamine-N-oxide